trimethylsilyl-1,3,5-triazinan C[Si](C)(C)N1CNCNC1